2-(4-(3-Chloropropoxy)phenyl)-3-methoxy-1-methylquinolin-4(1H)-one ClCCCOC1=CC=C(C=C1)C=1N(C2=CC=CC=C2C(C1OC)=O)C